C1(CC12CSCCC2)C(=O)O 5-thiaspiro[2.5]octane-1-carboxylic acid